2-[(2R)-2-aminopropyl]-5-chloro-3-methyl-N7-[(thiophen-2-yl)methyl]thieno[3,2-b]pyridine-2,7-diamine N[C@@H](CC1(C(C2=NC(=CC(=C2S1)NCC=1SC=CC1)Cl)C)N)C